C(C)OC(/C(/C=O)=N/NC1=CC=C(C=C1)OC(F)(F)F)=O.O\N=C\C(\C(=O)OCC)=N/NC1=CC=C(C=C1)OC(F)(F)F Ethyl (2E,3E)-3-(hydroxyimino)-2-{2-[4-(trifluoromethoxy)phenyl]hydrazinylidene}propanoate Ethyl-(2E)-3-oxo-2-{2-[4-(trifluoromethoxy)phenyl]hydrazinylidene}propanoate